OC(C(=O)N)CC[C@H]1C(NC2(CC2)C1)=O |o1:7| 2-hydroxy-4-[(6R*)-5-oxo-4-azaspiro[2.4]heptan-6-yl]butanamide